FC1=C(C=C(C=C1)F)[C@@H]1N(CCC1)C1=NC=2N(C=C1)N=CC2C(=O)NC2=CC=C(C=C2)N2CCN(CC2)C(CO)=O (R)-5-(2-(2,5-difluorophenyl)pyrrolidin-1-yl)-N-(4-(4-(2-hydroxyacetyl)piperazine-1-yl)phenyl)pyrazolo[1,5-a]pyrimidine-3-carboxamide